2-((15-cyclopropylpentadecyl)thio)ethyl hydrogen ((((R)-1-(6-amino-9H-purin-9-yl)propan-2-yl)oxy)methyl)phosphonate NC1=C2N=CN(C2=NC=N1)C[C@@H](C)OCP(OCCSCCCCCCCCCCCCCCCC1CC1)(O)=O